3-(2-(ethyl(isopropyl)amino)ethyl)-1H-indol-4-ol trifluoroacetate FC(C(=O)O)(F)F.C(C)N(CCC1=CNC=2C=CC=C(C12)O)C(C)C